CC1=C(C=C(C(=O)NC2=C3N(C=N2)C(CC3)C)C=C1)C#CC=1C=NC=CC1 4-Methyl-N-(5-methyl-6,7-dihydro-5H-pyrrolo[1,2-c]imidazol-1-yl)-3-[2-(3-pyridyl)ethynyl]benzamide